C(C)(C)N1N=C(C=C1)C=1C(=C2C(=NC(=NN2C1)C=1N(C=CN1)C)NC[C@@H]1[C@@H](CC1)COC)C |r| rac-6-(1-Isopropyl-1H-pyrazol-3-yl)-N-(((1S,2R)-2-(methoxymethyl)cyclobutyl)methyl)-5-methyl-2-(1-methyl-1H-imidazol-2-yl)pyrrolo[2,1-f][1,2,4]triazin-4-amine